C([C@@H]1[C@H]([C@@H]([C@H]([C@H](O1)O[C@H]2[C@@H]([C@H](O[C@@H]([C@@H]2O)O[C@@H]3[C@H]([C@@H]([C@H](OC3O)CO)O)O)CO)O)O)O)O)O The molecule is a glucotriose consisting of two alpha-D-glucopyranosyl residues and a D-glucopyranosyl residue joined in sequence by (1->3) and (1->2) glycosidic linkages. It is an oligosaccharide and a glucotriose. It derives from an alpha-D-Glcp-(1->2)-D-Glcp.